(R)-1-methylpyrrolidin-3-yl (R)-1-(2-((6-(5-(6-methylpyridin-2-yl)-1H-imidazol-4-yl)quinolin-3-yl)amino)ethyl)piperidine-3-carboxylate CC1=CC=CC(=N1)C1=C(N=CN1)C=1C=C2C=C(C=NC2=CC1)NCCN1C[C@@H](CCC1)C(=O)O[C@H]1CN(CC1)C